(E)-1-(2-Hydroxy-4-methoxy-6-propan-2-yloxyphenyl)-3-(4-methoxyphenyl)prop-2-en-1-one OC1=C(C(=CC(=C1)OC)OC(C)C)C(\C=C\C1=CC=C(C=C1)OC)=O